ClC1=C(C(=NN1C)C(F)F)SCC1CCN(CC1)C(=O)OC(C)(C)C tert-Butyl 4-(((5-chloro-3-(difluoromethyl)-1-methyl-1H-pyrazol-4-yl)thio)methyl)piperidine-1-carboxylate